5-(3-(difluoromethyl)-4-fluorophenyl)-3-((2-methyl-1H-imidazol-1-yl)methyl)pyridazine FC(C=1C=C(C=CC1F)C=1C=C(N=NC1)CN1C(=NC=C1)C)F